2-[[(2S)-5-oxo-1-(prop-2-en-1-yl)pyrrolidin-2-yl]methyl]isoindole-1,3-dione O=C1CC[C@H](N1CC=C)CN1C(C2=CC=CC=C2C1=O)=O